2-[[4-[piperazin-1-yl]-6-[[(4-carboxyphenyl)methyl]amino]-2-pyrimidinyl]amino]-4-methyl-5-thiazolecarboxylic acid, ethyl ester N1(CCNCC1)C1=NC(=NC(=C1)NCC1=CC=C(C=C1)C(=O)O)NC=1SC(=C(N1)C)C(=O)OCC